S1C=NC2=C1C=C(C=C2)\C=C\2/N=C(NC2=O)NC[C@H](O)C2CCCCC2 |r| (±)-(4Z)-4-(1,3-benzothiazol-6-ylmethylene)-2-[(2-cyclohexyl-2-hydroxy-ethyl)amino]-1H-imidazol-5-one